C(CCCCCCCCCCCCCCCCCCCCCCO)O 1,23-triicosanediol